2-(4-((4-METHYLPIPERAZIN-1-YL)METHYL)-3-(TRIFLUOROMETHYL)PHENYL)ACETIC ACID CN1CCN(CC1)CC1=C(C=C(C=C1)CC(=O)O)C(F)(F)F